CN(C(=O)C=1C=C(C=CC1)NC(=O)C1C(=NN(C1=O)C1=CC=CC=C1)C)C N-(3-(dimethylcarbamoyl)phenyl)-3-methyl-5-oxo-1-phenyl-4,5-dihydro-1H-pyrazole-4-carboxamide